N-(1-(4-(2-(2-Aminopyridin-3-yl)-6-phenyl-3H-imidazo[4,5-b]pyridin-3-yl)benzyl)piperidin-4-yl)cyanamide NC1=NC=CC=C1C1=NC=2C(=NC=C(C2)C2=CC=CC=C2)N1C1=CC=C(CN2CCC(CC2)NC#N)C=C1